Cl.CN1C(C2=CC=CC=C2C12CCNCC2)=O 2-methylspiro[isoindoline-1,4'-piperidin]-3-one hydrochloride